chloro-2-fluoro-N-(4-(3-methyl-4-((2-morpholinoethyl)amino)-1H-pyrazolo[3,4-d]pyrimidin-6-yl)phenyl)benzenesulfonamide ClC=1C(=C(C=CC1)S(=O)(=O)NC1=CC=C(C=C1)C1=NC(=C2C(=N1)NN=C2C)NCCN2CCOCC2)F